5-amino-2-(5-(bis(tert-butoxycarbonyl)amino)pentyl)-6H-thieno[3,2-b]azepine-7-carboxylic acid NC=1CC(=CC2=C(N1)C=C(S2)CCCCCN(C(=O)OC(C)(C)C)C(=O)OC(C)(C)C)C(=O)O